NC1=C(C=NN1C1=NN2C(CCCC2)=C1)C#N 5-amino-1-(4,5,6,7-tetrahydropyrazolo[1,5-a]pyridine-2-yl)-1H-pyrazole-4-carbonitrile